(3R)-3-Methyl-4-[2-[2-(1-methyl-4-phenyl-imidazol-2-yl)ethynyl]-5,6,7,8-tetrahydropyrido[3,4-d]pyrimidin-4-yl]morpholine C[C@H]1N(CCOC1)C=1C2=C(N=C(N1)C#CC=1N(C=C(N1)C1=CC=CC=C1)C)CNCC2